1-(5-(4-(2-cyanopropan-2-yl)phenyl)-1H-indol-3-yl)-3-(4-(trifluoromethyl)phenyl)urea C(#N)C(C)(C)C1=CC=C(C=C1)C=1C=C2C(=CNC2=CC1)NC(=O)NC1=CC=C(C=C1)C(F)(F)F